C(=O)(O)C=1C(=C(C(=O)NCCN(CCN(CCN(C(C2=C(C(=CC(=C2)Cl)C(=O)O)OC)=O)CCCCCC(=O)OCC)CCNC(C2=C(C(=CC(=C2)Cl)C(=O)O)OC)=O)CCNC(C2=C(C(=CC(=C2)Cl)C(=O)O)OC)=O)C=C(C1)Cl)OC N1,N1,N2-tris(2-(3-carboxy-5-chloro-2-methoxybenzamido)ethyl)-N2-(2-(3-carboxy-5-chloro-N-(6-ethoxy-6-oxohexyl)-2-methoxybenzamido)ethyl)ethane-1,2-diamine